C(C1=CC=CC=C1)N(N)CC1=CC=CC=C1 1,1-dibenzylhydrazine